C(CCCCCC\C=C/CCCCCC)[Mg]Cl (8Z)-8-pentadecenylmagnesium chloride